4,5-dimethyl-6-(3-pyrimidin-5-yl-7,8-dihydro-5H-1,6-naphthyridin-6-yl)pyridazine-3-carbonitrile CC1=C(N=NC(=C1C)N1CC=2C=C(C=NC2CC1)C=1C=NC=NC1)C#N